5-((((3'-chloro-2'-(2-chloro-3-((2-fluoro-3-(((2-hydroxypropyl)amino)methyl)phenyl)amino)phenyl)-6-methoxy-[2,4'-bipyridin]-5-yl)methyl)amino)methyl)pyrrolidin-2-one ClC=1C(=NC=CC1C1=NC(=C(C=C1)CNCC1CCC(N1)=O)OC)C1=C(C(=CC=C1)NC1=C(C(=CC=C1)CNCC(C)O)F)Cl